C(C)(C)(C)OC(=O)O[C@@H]1[C@H]([C@H](N(C1)C(=O)OC(C)(C)C)CC1=CC=C(C=C1)OC)OC(=O)OC1=CC=C(C=C1)[N+](=O)[O-] tert-butyl (2R,3S,4S)-4-[(tert-butoxycarbonyl)oxy]-2-[(4-methoxy phenyl) methyl]-3-[(4-nitrophenoxycarbonyl)oxy]pyrrolidine-1-carboxylate